ClC1=CC(=NC(=C1O)Cl)C(=O)NC1=NN(C=C1C(NCC1=C(C=CC=C1)C(F)(F)F)=O)C 4,6-dichloro-5-hydroxy-N-(1-methyl-4-((2-(trifluoromethyl)benzyl)carbamoyl)-1H-pyrazol-3-yl)picolinamide